4-(Methoxycarbonyl)benzyl pyridine-3-carboxylate N1=CC(=CC=C1)C(=O)OCC1=CC=C(C=C1)C(=O)OC